F[P-](F)(F)(F)(F)F.CN(C)C(N1N=[N+](C2=C1C=CC=C2)[O-])=[N+](C)C 1-((dimethylamino)(dimethyliminio)methyl)-1H-benzo[d][1,2,3]triazole 3-oxide hexafluorophosphate